methyl (1r,4R)-4-[(3-chlorophenyl)(trifluoroacetyl)amino]-6'-(methoxymethoxy)-2'-{(2R)-3-[(4-methoxyphenyl)methoxy]-2-methylpropyl}spiro[cyclohexane-1,1'-indene]-4-carboxylate ClC=1C=C(C=CC1)N(C1(CCC2(C(=CC3=CC=C(C=C23)OCOC)C[C@H](COCC2=CC=C(C=C2)OC)C)CC1)C(=O)OC)C(C(F)(F)F)=O